FC(C(=O)O)(F)F.CO methanol 2,2,2-trifluoroacetate salt